C(C)(=O)SCC(=O)O S-Acetyl-thioglycolic acid